(S)-4-((1-((4-bromophenyl)amino)-1-oxopropan-2-yl)oxy)benzoic acid BrC1=CC=C(C=C1)NC([C@H](C)OC1=CC=C(C(=O)O)C=C1)=O